1-(2-(Azetidin-1-yl)-2-oxoethyl)-3-methyl-6-(5-(trifluoromethyl)thiophen-2-yl)-1,3-dihydro-2H-imidazo[4,5-b]pyridin-2-one N1(CCC1)C(CN1C(N(C2=NC=C(C=C21)C=2SC(=CC2)C(F)(F)F)C)=O)=O